2-(3,4-dimethoxyphenethyl)cyclohexanone COC=1C=C(CCC2C(CCCC2)=O)C=CC1OC